6-Fluoro-2-[5-(4-methoxyphenyl)-1-phenyl-1H-pyrazol-3-yl]quinoline ammonium [NH4+].FC=1C=C2C=CC(=NC2=CC1)C1=NN(C(=C1)C1=CC=C(C=C1)OC)C1=CC=CC=C1